1-((2R,3R)-3-((7-(8-ethynyl-7-fluoronaphthalen-1-yl)-8-fluoro-2-(((S)-1-methylpyrrolidin-2-yl)methoxy)pyrido[4,3-d]pyrimidin-4-yl)(methyl)amino)-2-methylpyrrolidin-1-yl)prop-2-en-1-one C(#C)C=1C(=CC=C2C=CC=C(C12)C1=C(C=2N=C(N=C(C2C=N1)N([C@H]1[C@H](N(CC1)C(C=C)=O)C)C)OC[C@H]1N(CCC1)C)F)F